C(CCC)C1=CC=C(COC(CCCCCCC)=O)C=C1 octanoic acid 4-butylbenzyl ester